BrC=1C=C(C2=CN(N=C2C1)C=1SC(=NN1)C(F)F)N1CCN(CC1)C(C(C)C)=O 1-(4-{6-bromo-2-[5-(difluoromethyl)-1,3,4-thiadiazol-2-yl]indazol-4-yl}piperazin-1-yl)-2-methylpropan-1-one